1-(4-(2-(3,4-dimethoxyphenyl)-3-isopropyl-1H-indol-5-yl)piperidin-1-yl)-2-(2-(((S)-1-methylpyrrolidin-2-yl)methyl)piperidin-1-yl)ethan-1-one COC=1C=C(C=CC1OC)C=1NC2=CC=C(C=C2C1C(C)C)C1CCN(CC1)C(CN1C(CCCC1)C[C@H]1N(CCC1)C)=O